CC1=CC=C(O1)CC1=C(C(=O)N)C=CC=C1NC=1N=NC(=CN1)C1=CC=CC=C1 [(5-methylfuran-2-yl)methyl]-3-[(6-phenyl-1,2,4-triazin-3-yl)amino]benzamide